1-(2-fluorophenyl)-N-(5-(2-(((3S,5S)-5-fluoro-piperidin-3-yl)amino)-8-isopropyl-7-oxo-7,8-dihydropyrido[2,3-d]-pyrimidin-6-yl)pyridin-2-yl)methanesulfonamide FC1=C(C=CC=C1)CS(=O)(=O)NC1=NC=C(C=C1)C1=CC2=C(N=C(N=C2)N[C@@H]2CNC[C@H](C2)F)N(C1=O)C(C)C